5-butyl-4,5-dihydropyrazole-3,5-dicarboxylic acid dibenzyl ester C(C1=CC=CC=C1)OC(=O)C1=NNC(C1)(C(=O)OCC1=CC=CC=C1)CCCC